tert-butyl N-ethyl-N-[3-[7-(4,4,5,5-tetramethyl-1,3,2-dioxaborolan-2-yl)benzimidazol-1-yl]propyl]carbamate C(C)N(C(OC(C)(C)C)=O)CCCN1C=NC2=C1C(=CC=C2)B2OC(C(O2)(C)C)(C)C